S(=O)(=O)(ON1[C@@H]2CC[C@H](N(C1=O)C2)C(NC(CN2CCCCC2)=O)=N)[O-].[Na+] sodium (2S,5R)-7-oxo-2-(N-(2-(piperidin-1-yl) acetyl) carbamimidoyl)-1,6-diazabicyclo[3.2.1]octan-6-yl sulfate